4-(6-cyano-2-methyl-7-oxo-4,8-dioxa-2,5-diazadec-5-en-3-ylidene)morpholin-4-ium hexafluorophosphate F[P-](F)(F)(F)(F)F.C(#N)C(=NOC(N(C)C)=[N+]1CCOCC1)C(OCC)=O